N1(CCNCC1)C(=O)C1=CC=C(C=C1)C=1C=NC=C(C(=O)NC2=CC=C(C=C2)OC(F)(F)F)C1 5-(4-(piperazine-1-carbonyl)phenyl)-N-(4-trifluoromethoxyphenyl)nicotinamide